NCC1=NNC(C2=C(C=C(C=C12)C=1C=NN(C1C1=C(C(=C2C=C(C=NC2=C1C#N)Cl)C)F)C)Cl)=O (M)-7-(4-(4-(aminomethyl)-8-chloro-1-oxo-1,2-dihydrophthalazin-6-yl)-1-methyl-1H-pyrazol-5-yl)-3-chloro-6-fluoro-5-methylquinoline-8-carbonitrile